r-2-ethyl-hexenal C(C)C(C=O)=CCCC